Cl.Cl.FC=1C(=NC=CC1)CNC(=O)C=1C=NN(C1)C1CCNCC1 N-[(3-Fluoropyridin-2-yl)methyl]-1-(piperidin-4-yl)-1H-pyrazole-4-carboxamide dihydrochloride